N-(4-{[6,7-Bis(methyloxy)chinolin-4-yl]oxy}phenyl)-N'-(4-fluorophenyl)azetidin-3,3-dicarboxamid COC=1C=C2C(=CC=NC2=CC1OC)OC1=CC=C(C=C1)NC(=O)C1(CNC1)C(=O)NC1=CC=C(C=C1)F